C[N+](C)(C)C[C@@H](CC(=O)O)OC(=O)CCCCCCC(=O)O suberylcarnitine